bromoterephthalate BrC1=C(C(=O)[O-])C=CC(=C1)C(=O)[O-]